C([O-])([O-])=O.[Ni+2].[Al+3].[Mg+2] magnesium-aluminum-nickel carbonate